3-bromo-4,5,6-trimethylpyridin-2-amine BrC=1C(=NC(=C(C1C)C)C)N